C[C@@]1(OC2=C(C1)C=C(C(=C2)N2CCOCC2)NC(=O)C=2C=NN1C2N=CC=C1)C(NC)=O N-[(2S)-2-methyl-2-(methylcarbamoyl)-6-morpholino-3H-benzofuran-5-yl]pyrazolo[1,5-a]pyrimidine-3-carboxamide